((6-methoxy-2-methyl-1,2,3,4-tetrahydroisoquinolin-7-yl)amino)-N-(methyl-d3)-5-((2-(methylsulfonyl)phenyl)amino)-1,2,4-triazine-6-carboxamide COC=1C=C2CCN(CC2=CC1NC=1N=NC(=C(N1)NC1=C(C=CC=C1)S(=O)(=O)C)C(=O)NC([2H])([2H])[2H])C